C1(CC1)CN1C=CC2=CC=C(C=C12)[N+](=O)[O-] 1-(cyclopropylmethyl)-6-nitro-1H-indole